4-methylbenzoyl-1H-pyrrole-2-acetate dihydrate O.O.CC1=CC=C(C(=O)OC(CC=2NC=CC2)=O)C=C1